tert-butyl 4-methoxy-4-[1-[1-[(4-methoxyphenyl)methyl]-2,6-dioxo-3-piperidyl]-3-methyl-2-oxo-benzimidazol-5-yl]piperidine-1-carboxylate COC1(CCN(CC1)C(=O)OC(C)(C)C)C1=CC2=C(N(C(N2C)=O)C2C(N(C(CC2)=O)CC2=CC=C(C=C2)OC)=O)C=C1